5-(2-(trifluoromethyl)phenyl)-2-(4-(trifluoromethyl)phenyl)Oxazole-4-carboxylic acid ethyl ester C(C)OC(=O)C=1N=C(OC1C1=C(C=CC=C1)C(F)(F)F)C1=CC=C(C=C1)C(F)(F)F